F[P-](F)(F)(F)(F)F.CN(C)C(ON1N=NC=2C1=NC=CC2)=[N+](C)C N-[(dimethylamino)-(3H-[1,2,3]triazolo[4,5-b]pyridin-3-yloxy)methylene]-N-methyl-methylammonium Hexafluorophosphate